CC=1C=C(C=CC1)C1=NOC(=N1)C1CCNCC1 4-[3-(3-Methylphenyl)-1,2,4-oxadiazol-5-yl]piperidine